C1(CC1)N1C=C(C(C2=CC(=C(C=C12)N1C[C@H](CCC1)O)F)=O)CN(CC1=CC(=NC=C1)C)[C@@H]1CN(CCC1)C1=NC=C(N=C1)C 1-cyclopropyl-6-fluoro-7-[(3S)-3-hydroxypiperidin-1-yl]-3-({[(3S)-1-(5-methylpyrazin-2-yl)piperidin-3-yl][(2-methylpyridin-4-yl)methyl]amino}methyl)-1,4-dihydroquinolin-4-one